[Ga].[In].[Ga] gallium-indium gallium